1-(6-chloro-4-((3-(5-fluoropyridin-2-yl)-2-methoxyphenyl)amino)pyridin-3-yl)ethan-1-one ClC1=CC(=C(C=N1)C(C)=O)NC1=C(C(=CC=C1)C1=NC=C(C=C1)F)OC